C(C(C)C)C1(CCN(CC1)C=1OC2=C(C=C(C=C2C(C1)=O)C)C(C)NC1=C(C(=O)O)C=CC=C1)C 2-((1-(2-(4-isobutyl-4-methylpiperidin-1-yl)-6-methyl-4-oxo-4H-chromen-8-yl)ethyl)amino)benzoic acid